7-(benzyloxy)-4-bromo-3,3-dimethylindoline C(C1=CC=CC=C1)OC=1C=CC(=C2C(CNC12)(C)C)Br